C(C1=CC(C(=O)OCC2CCC(CC2)COC=C)=CC=C1)(=O)OCC1CCC(CC1)COC=C bis((4-((vinyloxy) methyl) cyclohexyl) methyl) isophthalate